C(#N)C=1C(=NN(C1NCC1=CC=C(C=C1)OC)[C@H]1C[C@@H](N(C1)C(=O)OC(C)(C)C)COC)C#CC1=CC2=C(N(C=N2)C2CC2)C=C1F tert-butyl (2R,4S)-4-{4-cyano-3-[2-(1-cyclopropyl-6-fluoro-1,3-benzodiazol-5-yl)ethynyl]-5-{[(4-methoxyphenyl)methyl]amino}pyrazol-1-yl}-2-(methoxymethyl)pyrrolidine-1-carboxylate